6-chloro-N-(cyanomethyl)nicotinamide ClC1=NC=C(C(=O)NCC#N)C=C1